ClC1=C(C(=O)N2CCN(CC2)C(=O)C2CCC2)C=CC(=C1)NC1CN(C1)C1CCNCC1 (4-(2-chloro-4-(1-(piperidin-4-yl)azetidin-3-ylamino)benzoyl)piperazin-1-yl)(cyclobutyl)methanone